2-chloro-N-(4-chloro-2-(pyrrolidin-1-yl)phenyl)-4-(N-(2,4-dimethoxybenzyl)-N-(1,2,4-thiadiazol-5-yl)sulfonylamino)-5-fluoro-benzamide ClC1=C(C(=O)NC2=C(C=C(C=C2)Cl)N2CCCC2)C=C(C(=C1)N(S(=O)(=O)C1=NC=NS1)CC1=C(C=C(C=C1)OC)OC)F